FC(CCN(CC[C@@H](C(=O)O)NC1=NC=NC2=CC=CC=C12)CCCCC1=NC=2NCCCC2C=C1)F (S)-4-((3,3-difluoropropyl)(4-(5,6,7,8-tetrahydro-1,8-naphthyridin-2-yl)butyl)amino)-2-(quinazolin-4-ylamino)butanoic acid